B(O)(O)OC(COC(CCCCCCCCCCC)=O)CO glycerol laurate borate